2-Methoxy-N-{[(3R,5aS,6R,8aS,9R,10S,12R,12aR)-3,6,9-trimethyldecahydro-12H-3,12-epoxypyrano[4,3-j][1,2]benzodioxepin-10-yl]methyl}ethan-1-amine COCCNC[C@@H]1[C@@H]([C@@H]2CC[C@H]([C@@H]3CC[C@]4(OO[C@]32[C@H](O1)O4)C)C)C